CN1N=C(C(=C1)C=1C(=NC(=CC1)C(=O)N)C=1CNCCC1)C1=NC=CC=C1 (1-methyl-3-(pyridin-2-yl)-1H-pyrazol-4-yl)-1',2',5',6'-tetrahydro-[2,3'-bipyridine]-6-carboxamide